NC1=NC=C(C=C1C1=NC=C(C=C1)C(=O)N(C)C)C1=C2C(=NC=C1)NC=N2 2'-amino-5'-(3H-imidazo[4,5-b]pyridin-7-yl)-N,N-dimethyl-[2,3'-bipyridine]-5-carboxamide